ClCC(=O)N1C2=C(OCC1)C(=CN=C2)C2=CC=C(C#N)C=C2 4-(4-(2-chloroacetyl)-3,4-dihydro-2H-pyrido[4,3-b][1,4]oxazine-8-yl)benzonitrile